C(CCC)OCC1(C2=CC=CC=C2C=2C=CC=CC12)COCCCC 9,9-bis(butoxymethyl)fluorene